N([O-])=NO.[Na+] Sodium Trans-Hyponitrite